(1S,9S)-1-amino-9-ethyl-5-fluoro-9-hydroxy-4-methyl-1,2,3,9,10,12,13,15-octahydrocyclohexa[1,2,3-de]pyrano[3',4':6,7]indolizino[1,2-b]quinoline-10,13-dione N[C@H]1CCC=2C=3C1=C1C(=NC3C=C(C2C)F)C2=CC3=C(C(N2C1)=O)COC([C@]3(O)CC)=O